C(CCCCCCCCCCCCC)CCS(=O)(=O)[O-].[Na+] sodium 2-tetradecyl-ethanesulfonate